N-CYCLOHEXYL-3-(2-FORMYLPIPERIDIN-1-YL)PROPANAMIDE C1(CCCCC1)NC(CCN1C(CCCC1)C=O)=O